NC=1C=C(C=C(C1)N)S(F)(F)(F)(F)F 3,5-diaminophenyl-sulfur pentafluoride